2-(2,3-Dihydrobenzo[b][1,4]dioxin-6-yl)imidazo[1,2-a]pyrimidine O1C2=C(OCC1)C=C(C=C2)C=2N=C1N(C=CC=N1)C2